ethyl 2-(3-bromoisoxazol-5-yl)-3-methylbutanoate BrC1=NOC(=C1)C(C(=O)OCC)C(C)C